ClC1=NC(=NC(=C1)C)N1C[C@H](CC1)O (S)-1-(4-chloro-6-methylpyrimidin-2-yl)pyrrolidin-3-ol